benzyl 2-methacryloxydodecyl phosphate P(=O)(OCC1=CC=CC=C1)(OCC(CCCCCCCCCC)OC(C(=C)C)=O)[O-]